OB(C1=CC=C(C(=O)OC)C=C1)O Methyl 4-(dihydroxyboranyl)benzoate